COC(=O)C1=CC=C(C=C1)C1N(CCN(C1)S(=O)(=O)C1=C(C=CC=C1)[N+](=O)[O-])C(=O)[O-] 2-(4-(methoxycarbonyl)phenyl)-4-((2-nitrophenyl)sulfonyl)piperazine-1-carboxylate